(3-(3,3-difluoro-2-hydroxy-4-(2-(methylaminothiocarbonyl)hydrazino)-4-oxobutan-2-yl)phenyl)carbamic acid tert-butyl ester C(C)(C)(C)OC(NC1=CC(=CC=C1)C(C)(C(C(=O)NNC(=S)NC)(F)F)O)=O